C(C)N1C(OCC2=C1N=C(N=C2)N[C@@H](C)C2=CC=C(C=C2)C(CC)N2CCN(CC2)C(C=C)=O)=O 1-Ethyl-7-[[(1S)-1-[4-[1-(4-prop-2-enoylpiperazin-1-yl)propyl]phenyl]ethyl]amino]-4H-pyrimido[4,5-d][1,3]oxazin-2-on